COC1=CC=C(C=C1)N1C(=C(C(=C1CC1=CC=CC=C1)C1=CC=CC=C1)C1=NC=CC=C1)CC1=CC=CC=C1 N-(4-methoxyphenyl)-3-(2-pyridyl)-2,5-dibenzyl-4-phenylpyrrole